C12(CC3CC(CC(C1)C3)C2)NCCCCNC2=CC=CC=3N(C(N(C32)C)=O)C3C(NC(CC3)=O)=O 3-(4-((4-((adamantan-1-yl)amino)butyl)amino)-3-methyl-2-oxo-2,3-dihydro-1H-benzo[d]imidazol-1-yl)piperidine-2,6-dione